5-Aminosulfonyl-4-chloro-2-[(2-furanylmethyl)amino]thiobenzoic Acid, Sodium Salt [Na+].NS(=O)(=O)C=1C(=CC(=C(C(=S)[O-])C1)NCC=1OC=CC1)Cl